methyl 5-amino-1-pentanoate NCCCCC(=O)OC